OC1(CCC(CC1)N1CCC(CC1)C(=O)N)C(F)(F)F [(1s,4s)-4-hydroxy-4-(trifluoromethyl)cyclohexyl]piperidine-4-carboxamide